C(CC(=O)[O-])(=O)OC(C)CC.[Na+] sodium (sec-butyl) malonate